C(C1=CC=CC=C1)OC1=C(C(=O)O)C=C(C=C1C(=O)O)OCC1=CC=CC=C1 2,5-Dibenzyloxyisophthalic acid